(S)-(3-(7-cyano-5-fluoro-2,3-dimethyl-1H-indol-4-yl)cyclohex-2-en-1-yl)(methyl)carbamic acid tert-butyl ester C(C)(C)(C)OC(N(C)[C@@H]1C=C(CCC1)C1=C2C(=C(NC2=C(C=C1F)C#N)C)C)=O